C(C)N(C1=C(C(=NC=N1)NC[C@@H]1[C@H](CN(CC1)CC(=O)N)O)F)CC1=CC=C(C=C1)C=1C=NN(C1)C ((3R,4R)-4-(((6-(ethyl(4-(1-methyl-1H-pyrazol-4-yl)benzyl)amino)-5-fluoropyrimidin-4-yl)amino)methyl)-3-hydroxypiperidin-1-yl)acetamide